8-(mercapto)guanine SC1=NC=2N=C(NC(C2N1)=O)N